CC(CCC(C)=O)=O 2,5-HEXANDION